C[C@@H]1CN(CCC1)CC1=CC=2N(C(=C1)C#N)N=CC2 5-{[(3S)-3-methylpiperidin-1-yl]methyl}pyrazolo[1,5-a]pyridine-7-carbonitrile